1-(3-butylheptyl) 21-heptyl 11-azidohenicosanedioate N(=[N+]=[N-])C(CCCCCCCCCC(=O)OCCC(CCCC)CCCC)CCCCCCCCCC(=O)OCCCCCCC